The molecule is a xanthone glycoside that is norathyriol attached to a beta-D-glucopyranosyl residue at position 6 via a glycosidic linkage. It has a role as a plant metabolite. It is a polyphenol, a beta-D-glucoside, a monosaccharide derivative and a xanthone glycoside. It derives from a norathyriol. C1=C(C=C2C(=C1O)C(=O)C3=CC(=C(C=C3O2)O[C@H]4[C@@H]([C@H]([C@@H]([C@H](O4)CO)O)O)O)O)O